2-(3-(4-Benzylpiperidin-1-yl)propyl)isoindoline-1,3-dione C(C1=CC=CC=C1)C1CCN(CC1)CCCN1C(C2=CC=CC=C2C1=O)=O